N2-[(benzyloxy)carbonyl]-D-asparagine C(C1=CC=CC=C1)OC(=O)N[C@H](CC(N)=O)C(=O)O